(R)-3,3,5-Trimethylpyrrolidin-2-on CC1(C(N[C@@H](C1)C)=O)C